6-(4-chlorobenzyl)-9-isobutyl-2-(pyridin-2-yl)-2,6,9-triazaspiro[4.5]decane-7,10-dione ClC1=CC=C(CN2C3(CCN(C3)C3=NC=CC=C3)C(N(CC2=O)CC(C)C)=O)C=C1